CC1CCN(CC1)C(=O)NC1=CC(=C(C=C1)C=1C=C2C=NN(C2=CC1)C)C=1N=NN(N1)C(C1=CC=CC=C1)(C1=CC=CC=C1)C1=CC=CC=C1 4-methyl-N-(4-(1-methyl-1H-indazol-5-yl)-3-(2-trityl-2H-tetrazol-5-yl)phenyl)piperidine-1-carboxamide